CPC1=CC=CC=C1 methyl-(phenyl)phosphine